tetrafluoroethyl-octafluoropentane FC(C(F)(F)F)C(C(C(C(F)(F)F)(F)F)(F)F)(C)F